C1=CC=CC=2C3=CC=CC=C3N(C12)C=1C=C(C=CC1)C1=CC(=CC=C1)N1C2=CC=CC=C2C=2C=CC=CC12 3,3'-bis(N-carbazolyl)-1,1'-biphenyl